1,1-di(methyl)ethyl N-[6-bromanyl-4-[(1-methyl-4-piperidyl) carbamoyl]-1-[2,2,2-tris(fluoranyl)ethyl]benzimidazol-2-yl]carbamate BrC=1C=C(C2=C(N(C(=N2)NC(OC(C)(C)C)=O)CC(F)(F)F)C1)C(NC1CCN(CC1)C)=O